NC=1C=NC=CC1C1=CC(=C(C(=O)NC=2C=NC(=C(C2)Cl)N2N=CC=N2)C=C1CC(C)C)F 4-(3-aminopyridin-4-yl)-N-(5-chloro-6-(2H-1,2,3-triazol-2-yl)pyridin-3-yl)-2-fluoro-5-Isobutylbenzamide